BrC[C@@H]1CCC(N1)=O (S)-5-(Bromomethyl)-2-pyrrolidinone